(3S)-3-[(1R)-1-[4-[(2-cyclopropyl-6-methyl-4-pyridyl)oxymethyl]phenyl]ethyl]-3-methyl-pyrrolidine-2,5-dione hydrobromide monohydrate O.Br.C1(CC1)C1=NC(=CC(=C1)OCC1=CC=C(C=C1)[C@@H](C)[C@]1(C(NC(C1)=O)=O)C)C